3-methyl-5-(N-phenethylsulfamoyl)benzofuran-2-carboxylic acid ethyl ester C(C)OC(=O)C=1OC2=C(C1C)C=C(C=C2)S(NCCC2=CC=CC=C2)(=O)=O